ClC=1C(=C(C=CC1)C=1C=CC=2C(=NC=C(N2)N2CCC(CC2)(C)NC(OC(C)(C)C)=O)N1)F tert-butyl (1-(6-(3-chloro-2-fluorophenyl)pyrido[2,3-b]pyrazin-2-yl)-4-methylpiperidin-4-yl)carbamate